COC(C(COC1=C(N=C2N1C=C(N=C2SC2=CC=CC=C2)C2=CC=CC=C2)CC=2OC=CC2)(C)C)=O ((2-(furan-2-ylmethyl)-6-phenyl-8-(phenylthio)imidazo[1,2-a]pyrazin-3-yl)oxy)pivalic acid methyl ester